(2-bromo-ethoxy)(tert-butyl)dimethylsilane BrCCO[Si](C)(C)C(C)(C)C